[I-].C(CC1=CC=CC=C1)N.[Pb+2].[I-] lead phenethylamine iodide